4-((R)-1-aminoethyl)-N-(pyridin-4-yl)cyclohexanecarboxamide N[C@H](C)C1CCC(CC1)C(=O)NC1=CC=NC=C1